N[C@@H](C)C(=O)OC[C@H]([C@H]([C@@H]([C@H](C(=O)NC(CCC)=O)O)O)O)O 6-O-(L-alanyl)-N-butyrylaminoglucose